6-hydroxy-5,6-dihydrothiainine OC1CC=CCS1